(+-)-7-(2,5-dichloropyrimidin-4-yl)-9-fluoro-4-methyl-2,3,4,5-tetrahydro-1,6-dioxa-3a-azaphenalene ClC1=NC=C(C(=N1)C1=C2OC[C@H](N3CCOC(C(=C1)F)=C32)C)Cl |r|